6-[(2-fluoro-4-methylsulfonyl-phenyl)methyl]-2-azaspiro[3.3]heptane FC1=C(C=CC(=C1)S(=O)(=O)C)CC1CC2(CNC2)C1